ClC=1C=C2C(CO[C@H](C2=CC1)[C@H]1O[C@H]([C@@H]([C@@H]1O)O)N1C=CC2=C1N=CN=C2C)C(F)(F)F (2S,3S,4R,5R)-2-((1R)-6-chloro-4-(trifluoromethyl)isochroman-1-yl)-5-(4-methyl-7H-pyrrolo[2,3-d]pyrimidin-7-yl)tetrahydrofuran-3,4-diol